1-(6-n-butoxynaphthalene-2-yl)tetrahydrothiophenium camphorsulfonate C12(C(=O)CC(CC1)C2(C)C)CS(=O)(=O)[O-].C(CCC)OC=2C=C1C=CC(=CC1=CC2)[S+]2CCCC2